C1(CCC1)OC1=CC=C2C(NN=C(C2=C1)CC=1C=CC(=C(C(=O)N2C3CN(C(C2)CC3)C3=NC=C(C#N)C=C3)C1)F)=O 6-(5-(5-((7-cyclobutoxy-4-oxo-3,4-dihydrophthalazin-1-yl)methyl)-2-fluorobenzoyl)-2,5-diazabicyclo[2.2.2]octan-2-yl)nicotinonitrile